COC1=CC=C(C=C1)C1(C=CC2=C(O1)C1=CC=CC=C1C(=C2C(=O)OCCO)C2=CC=CC=C2)C2=CC=C(C=C2)OC 2,2-bis(4-methoxyphenyl)-5-(2-hydroxyethoxylcarbonyl)-6-phenyl-[2H]-naphtho[1,2-b]pyran